2-((3-(2,6-dioxopiperidin-3-yl)-1-methyl-1H-indazol-7-yl)oxy)-N-(1-isopropyl-1H-pyrazol-4-yl)acetamide O=C1NC(CCC1C1=NN(C2=C(C=CC=C12)OCC(=O)NC=1C=NN(C1)C(C)C)C)=O